FC1(OC2=C(N(C1=O)CC1=CC=C(C=C1)OC)C=C(C(=C2)F)C2=C(C(=C(C(=C2F)O)F)F)F)F 2,2,7-trifluoro-4-[(4-methoxyphenyl)methyl]-6-(2,3,4,6-tetrafluoro-5-hydroxyphenyl)-1,4-benzoxazin-3-one